CC1(CCC=2C(=NNC2C1)C=1NC2=CC(=CC=C2C1)C(=O)N(C)C1CCN(CC1)CC1CCN(CC1)C1=NC=C(C=C1)C1C(NC(CC1)=O)=O)C 2-(6,6-dimethyl-4,5,6,7-tetrahydro-1H-indazol-3-yl)-N-(1-((1-(5-(2,6-dioxopiperidin-3-yl)pyridin-2-yl)piperidin-4-yl)methyl)piperidin-4-yl)-N-methyl-1H-indole-6-carboxamide